[NH4+].CC(CC)(C1=CC=C(C=C1)C=C)C dimethyl-(4-vinyl-phenyl)propane ammonium